methyl (Z)-4-(N'-hydroxycarbamimidoyl)-6-methoxypicolinate O\N=C(/N)\C1=CC(=NC(=C1)OC)C(=O)OC